tetrabutylphosphonium 3-(β-hydroxyethoxycarbonyl)benzenesulfonate OCCOC(=O)C=1C=C(C=CC1)S(=O)(=O)[O-].C(CCC)[P+](CCCC)(CCCC)CCCC